FC=1C(=C(C=C(C1F)F)O)Br 3,4,5-trifluorobromophenol